tert-butyl 3-(5-fluoro-7-{8-fluoro-2-methylimidazo[1,2-a]pyridin-6-yl}-4-oxoquinazolin-3-yl)-4-oxopiperidine-1-carboxylate FC1=C2C(N(C=NC2=CC(=C1)C=1C=C(C=2N(C1)C=C(N2)C)F)C2CN(CCC2=O)C(=O)OC(C)(C)C)=O